1-(6-fluoroisoquinolin-8-yl)ethan-1-ol FC=1C=C2C=CN=CC2=C(C1)C(C)O